C1(=CC=C2C=CC=CC=C12)[Ti](CC=C)(CC=C)CC=C azulenyl-triallyl-titanium